4-(2,5-diazabicyclo[2.2.2]octan-2-yl)-2-(2,6-dioxopiperidin-3-yl)-5-fluoroisoindoline C12N(CC(NC1)CC2)C2=C1CN(CC1=CC=C2F)C2C(NC(CC2)=O)=O